4-phenyl-6-chloro-1,3-benzoxazin-2(4H)-one C1(=CC=CC=C1)C1NC(OC2=C1C=C(C=C2)Cl)=O